C(=O)(OCC1=CC=CC=C1)N1C=C(C(=C1)CC)C(=O)O 1-carbobenzoxy-4-ethylpyrrole-3-carboxylic acid